NCC1(C2CCN(CC12)C=1C(=NC(=C(N1)C)C1=C(C(=CC=C1)Cl)Cl)C(=O)OCC)C1=CSC=C1 ethyl 3-(7-(aminomethyl)-7-(thiophen-3-yl)-3-azabicyclo[4.1.0]heptan-3-yl)-6-(2,3-dichlorophenyl)-5-methylpyrazine-2-carboxylate